OC(C)(C)C1=CN=C(S1)S(=O)(N)=NC(NC1=C2C(=NC3=C1CCC3)C(CC2)C)=O 5-(2-hydroxypropan-2-yl)-N'-((3-methyl-1,2,3,5,6,7-hexahydrodicyclopenta[b,e]pyridin-8-yl)carbamoyl)thiazole-2-sulfonimidamide